C1(CCCCC1)CCC(=O)OCCC(CCCCCCCCCCC)CCCCC 3-pentyltetradecyl 3-cyclohexylpropanoate